C(C)(C)(C)OC(=O)N1CC(C(C1)O[Si](C)(C)C(C)(C)C)(C)CO 4-((tert-Butyldimethylsilyl)oxy)-3-(hydroxymethyl)-3-methylpyrrolidine-1-carboxylic acid tert-butyl ester